(3-(3-(3-((4-methyl-4H-1,2,4-triazol-3-yl)methyl)oxetan-3-yl)phenyl)-5-(trifluoromethyl)-1H-pyrazolo[3,4-c]pyridin-7-yl)methanol CN1C(=NN=C1)CC1(COC1)C=1C=C(C=CC1)C1=NNC2=C(N=C(C=C21)C(F)(F)F)CO